CC1=C(C=CC=C1C)N1CCN(CC1)CCN1N=C(C2=C1C[C@@H]1[C@H]2C1)C(=O)N1CCC(CC1)O ((3bR,4aR)-1-(2-(4-(2,3-dimethylphenyl)piperazin-1-yl)ethyl)-3b,4,4a,5-tetrahydro-1H-cyclopropa[3,4]cyclopenta[1,2-c]pyrazol-3-yl)(4-hydroxypiperidin-1-yl)methanone